N-(3-(2'-fluoro-[1,1'-biphenyl]-4-yl)propyl)-1,8a-dihydroimidazo[1,2-a]pyridine-6-carboxamide FC1=C(C=CC=C1)C1=CC=C(C=C1)CCCNC(=O)C=1C=CC2N(C1)C=CN2